(2R)-6-chloro-N-{trans-4-[3-(4-chlorophenyl)azetidine-1-carbonyl]cyclohexyl}-4-oxo-3,4-dihydro-2H-1-benzopyran-2-carboxamide ClC=1C=CC2=C(C(C[C@@H](O2)C(=O)N[C@@H]2CC[C@H](CC2)C(=O)N2CC(C2)C2=CC=C(C=C2)Cl)=O)C1